5-(((Trans-3-(3-cyclopropyl-1H-pyrazolo[3,4-b]pyrazin-1-yl)cyclobutyl)methyl)amino)-2-(2,6-dioxopiperidin-3-yl)isoindoline-1,3-dione C1(CC1)C1=NN(C2=NC=CN=C21)[C@@H]2C[C@H](C2)CNC=2C=C1C(N(C(C1=CC2)=O)C2C(NC(CC2)=O)=O)=O